ClC=1C=C(C=CC1F)NC1=NC=NC2=CC(=C(C=C12)NC(\C=C\CN1CCN(CC1)CC1=CC(=C(C=C1)C1C(NC(CC1)=O)=O)F)=O)OC (E)-N-(4-((3-chloro-4-fluorophenyl)amino)-7-methoxyquinazolin-6-yl)-4-(4-(4-(2,6-dioxopiperidin-3-yl)-3-fluorobenzyl)piperazin-1-yl)but-2-enamide